P(=O)(OC(C)(C)C)(OC(C)(C)C)OCOC1=CC(=CC(=C1C1CCCC(=C1)C)OCOP(=O)(OC(C)(C)C)OC(C)(C)C)CCCCC tetra-tert-butyl (((5'-methyl-4-pentyl-1',2',3',4'-tetrahydro-[1,1'-biphenyl]-2,6-diyl)bis(oxy))bis(methylene)) bis(phosphate)